ClC=1C=CC2=C(C(C(O2)=CC=2OC(=CC2)C2=CC(=CC=C2)C(F)(F)F)=O)C1 5-Chloro-2-[[5-[3-(trifluoromethyl)phenyl]-2-furanyl]methylene]-3(2H)-benzofuranone